Cl.P(=O)(OCC=C=O)(O)O (2-carbonylethyl) phosphate hydrochloride